FC1=CC=C(C=C1)C1=NC=2C(=NC(=CC2)N2[C@H]3CN([C@@H](C2)C3)C3COC3)N1C1=CC=NC=C1 (1R,4R)-2-[2-(4-fluorophenyl)-3-(pyridin-4-yl)-3H-imidazo[4,5-b]pyridin-5-yl]-5-(oxetan-3-yl)-2,5-diazabicyclo[2.2.1]heptane